NC1=C2N=CN(C2=NC=N1)C[C@@H](C)OCP(OCCOCCCCCCCCCCCCCCC#C[Si](C)(C)C)(O)=O 2-((16-(trimethylsilyl)hexadec-15-yn-1-yl)oxy)ethyl hydrogen ((((R)-1-(6-amino-9H-purin-9-yl)propan-2-yl)oxy)methyl)phosphonate